(6-cyanonaphthalen-1-yl)boric acid C(#N)C=1C=C2C=CC=C(C2=CC1)OB(O)O